(3R)-N-(cyclobutylmethyl)-1-[6-[[4-(6-methoxy-1H-indazol-4-yl)triazol-1-yl]methyl]pyridazin-3-yl]piperidin-3-amine C1(CCC1)CN[C@H]1CN(CCC1)C=1N=NC(=CC1)CN1N=NC(=C1)C1=C2C=NNC2=CC(=C1)OC